C(C(CCCCCCCCCCCC)O)O 1,2-TetraDecanediol